FC1=C(C=CC=C1OC)C=1C(NC(N(C1C)CC1=C(C=CC=C1C(F)(F)F)F)=O)=O 5-(2-fluoro-3-methoxy-phenyl)-1-(2-fluoro-6-(trifluoromethyl)benzyl)-6-methylpyrimidine-2,4(1H,3H)-dione